4-methyl-2,1,3-benzothiadiazole CC1=CC=CC2=NSN=C21